[Br-].BrCCCC[P+](C1=CC=CC=C1)(C1=CC=CC=C1)C1=CC=CC=C1 (4-bromobutyl)-triphenylphosphonium bromide